4-((2-formylphenyl)amino)-5-(pyren-1-yl)-N-(quinoline-8-yl)valeramide C(=O)C1=C(C=CC=C1)NC(CCC(=O)NC=1C=CC=C2C=CC=NC12)CC1=CC=C2C=CC3=CC=CC4=CC=C1C2=C34